7-((4-(1H-indol-6-yl)piperazin-1-yl)methyl)-3-ethylquinazolin-2,4(1H,3H)-dione N1C=CC2=CC=C(C=C12)N1CCN(CC1)CC1=CC=C2C(N(C(NC2=C1)=O)CC)=O